[rel-(2S,4aS,7aR)-octahydrocyclopenta[b][1,4]oxazin-2-yl]methanol O1[C@H]2[C@@H](NC[C@H]1CO)CCC2 |o1:1,2,5|